(R)-N-(2-(1'-(1-(4-(2,6-dioxopiperidin-3-yl)-3,5-difluorophenyl)azetidine-3-carbonyl)-[1,4'-bipiperidin]-4-yl)-6-methoxy-2H-indazol-5-yl)-6-(trifluoromethyl)picolinamide O=C1NC(CC[C@@H]1C1=C(C=C(C=C1F)N1CC(C1)C(=O)N1CCC(CC1)N1CCC(CC1)N1N=C2C=C(C(=CC2=C1)NC(C1=NC(=CC=C1)C(F)(F)F)=O)OC)F)=O